C(C1=CC=CC=C1)NC(CN(C(CCC(=O)NC=1SC=CN1)=O)C1=C(C=CC=C1)C)=O N'-[2-(benzylamino)-2-oxoethyl]-N'-(2-methylphenyl)-N-(1,3-thiazol-2-yl)butanediamide